2,3-dichloro-1-propanol phosphate P(=O)(O)(O)OCC(CCl)Cl